(S)-2-amino-3-(5-hydroxy-1H-indol-3-yl)propyl (3-((4-aminobutyl)amino) propyl)carbamate NCCCCNCCCNC(OC[C@H](CC1=CNC2=CC=C(C=C12)O)N)=O